3-([1,2,4]triazolo[1,5-a]pyridin-6-yl)-5-(1-methyl-1H-pyrazol-3-yl)thieno[3,2-b]pyridine N=1C=NN2C1C=CC(=C2)C2=CSC=1C2=NC(=CC1)C1=NN(C=C1)C